C(C)(C)(C)C=1C(=NN2C(=NN=CC21)C2=NOC(=C2)CO)OCC2=NC=C(C(=O)N[C@@H](CO)C)C=C2 (R)-6-((3-tert-butyl-7-(5-(hydroxymethyl)isoxazol-3-yl)pyrazolo[1,5-d][1,2,4]triazin-2-oxy)methyl)-N-(1-hydroxypropan-2-yl)nicotinamide